3-(15-methoxypentadecyl)-2,4,4-trimethylcyclohex-2-en-1-one COCCCCCCCCCCCCCCCC1=C(C(CCC1(C)C)=O)C